Cl.N1CC(CCC1)NC1=NNC(C=2N1N=CC2)=O 7-(piperidin-3-ylamino)pyrazolo[1,5-d][1,2,4]triazin-4(5H)-one hydrochloride